4-(dimethylamino)benzoylhydrazine CN(C1=CC=C(C(=O)NN)C=C1)C